NC1=C2N=CN(C2=NC=N1)C[C@@H](C)OCP(OCCCSCCCCCCCCCCCCC#CC1CC1)(O)=O 3-((14-cyclopropyltetradec-13-yn-1-yl)thio)propyl hydrogen ((((R)-1-(6-amino-9H-purin-9-yl)propan-2-yl)oxy)methyl)phosphonate